Tert-Butyl N-[2-(3-amino-2-fluoro-propoxy)ethyl]carbamate NCC(COCCNC(OC(C)(C)C)=O)F